CC(C(=O)NNC(\C=C/N1N=C(N=C1)C1=CC(=CC(=C1)C(F)(F)F)S(F)(F)(F)(F)F)=O)(C([2H])([2H])[2H])C([2H])([2H])[2H] (Z)-N'-(2-Methyl-2-(methyl-d3)propanoyl-3,3,3-d3)-3-(3-(3-(pentafluoro-sulfanyl)-5-(trifluoromethyl)phenyl)-1H-1,2,4-triazol-1-yl)acrylhydrazid